pentylenediamine adipate C(CCCCC(=O)O)(=O)O.C(CCCCN)N